2'-(4-cyclopropyl-6-methoxypyrimidin-5-yl)-5'-methyl-8'-(4-(1-methyl-4-(trifluoromethyl)-1H-imidazol-2-yl)benzyl)-5',8'-dihydro-6'H-spiro[cyclopropan-1,7'-pteridin]-6'-one C1(CC1)C1=NC=NC(=C1C1=NC=2N(C3(C(N(C2C=N1)C)=O)CC3)CC3=CC=C(C=C3)C=3N(C=C(N3)C(F)(F)F)C)OC